2,4,6-trifluoro-benzylamine FC1=C(CN)C(=CC(=C1)F)F